C(CCCCCCCCCCCCCCCCC)(=O)N[C@@H](C)C(=O)O.[Na] sodium stearoyl-alanine